CN1N=CC=C1C(=O)N[C@@H]1CCC2=CC(=CC=C12)C1=NC=CN=C1 (R)-1-methyl-N-(5-(pyrazin-2-yl)-2,3-dihydro-1H-inden-1-yl)-1H-pyrazole-5-carboxamide